(S)-1-(4-bromophenyl)-2,2,2-trifluoroethanol BrC1=CC=C(C=C1)[C@@H](C(F)(F)F)O